2-(1-acryloyl-4-(8-chloro-7-(6-chloro-5-methyl-1H-indazol-4-yl)-6-fluoro-4-(((S)-1-methylpyrrolidin-2-yl)methoxy)-1H-imidazo[4,5-c]quinolin-1-yl)piperidin-2-yl)acetonitrile C(C=C)(=O)N1C(CC(CC1)N1C=NC=2C(=NC=3C(=C(C(=CC3C21)Cl)C2=C1C=NNC1=CC(=C2C)Cl)F)OC[C@H]2N(CCC2)C)CC#N